glycine tetrabutylphosphonium salt C(CCC)[P+](CCCC)(CCCC)CCCC.NCC(=O)[O-]